[Br-].C(CCCCCCCCCCC)[N+](C)(C)CCCCCCCCCCCC Didodecyl(dimethyl)azanium bromide